(S)-10-(((R)-1-(5-aminopyrimidin-2-yl)pyrrolidin-3-yl)amino)-9-fluoro-3-methyl-7-oxo-2,3-dihydro-7H-[1,4]oxazino[2,3,4-ij]quinoline-6-carboxylic acid NC=1C=NC(=NC1)N1C[C@@H](CC1)NC1=C(C=C2C(C(=CN3C2=C1OC[C@@H]3C)C(=O)O)=O)F